COC1CC(C1)(CC#N)N2C=C(C=N2)C3=NC(=CN4C3=CC=N4)C5=CC(=NN5)N 2-((1r,3s)-1-(4-(6-(3-amino-1H-pyrazol-5-yl)pyrazolo[1,5-a]pyrazin-4-yl)-1H-pyrazol-1-yl)-3-methoxycyclobutyl)acetonitrile